t-Butyl (2-(5-iodo-1H-imidazol-4-yl)ethyl)carbamate IC1=C(N=CN1)CCNC(OC(C)(C)C)=O